C(C)NC1=CC(=CC(=N1)N1CC2=C(C=C(C=C2C1=O)C=O)C(F)(F)F)C1=C(C=CC=C1)C1=NN=CN1C 2-(6-(Ethylamino)-4-(2-(4-methyl-4H-1,2,4-triazol-3-yl)phenyl)pyridin-2-yl)-3-oxo-7-(trifluoromethyl)isoindoline-5-carbaldehyde